C1(=CC=CC=C1)N(C1=CC=2C(C3=CC=CC=C3C2C=C1)(C1=CC=CC=C1)C1=CC=CC=C1)C1=CC=C(C(=C1)C1=CC=CC=C1)C=1C(=CC=CC1)C1=CC=CC=C1 phenyl-(1,1':2',1'':2'',1'''-quaterphenyl-5'-yl)-(9,9-diphenylfluoren-2-yl)amine